C(C)(C)(C)NC1=CC=2C(C3=CC=CC=C3C2C=C1)=O 2-(tert-butylamino)-9H-fluoren-9-one